3-fluoro-3-phenylazetidine hydrochloride Cl.FC1(CNC1)C1=CC=CC=C1